NC1=NC=C(C2=C1C(=C(N2C)C2=CC=C(C=C2)NC(C(=C)F)=O)C2=CC(=C(C(=O)NCC1(CC1)F)C=C2)OC)Br 4-(4-amino-7-bromo-2-{4-[(2-fluoroacrylamido)]phenyl}-1-methylpyrrolo[3,2-c]pyridin-3-yl)-N-[(fluorocyclopropyl)methyl]-2-methoxybenzamide